ClC1=C(C=C(C=C1)Cl)S(=O)(=O)NC1=C(C=C(C=C1F)C#CC1=CC=CC=C1)F 2,5-dichloro-N-[2,6-difluoro-4-(2-phenylethynyl)phenyl]benzenesulfonamide